NC=1C2=C(N=CN1)C(=C(N2C2=CC(=C(C=C2)OC2=NC=CC(=N2)C)F)C2=C(C=C(C=N2)NC(CCS(=O)(=O)C2=CC=CC=C2)=O)C)C N-[6-(4-amino-5-{3-fluoro-4-[(4-methylpyrimidin-2-yl)oxy]phenyl}-7-methyl-5H-pyrrolo[3,2-d]pyrimidin-6-yl)-5-methylpyridin-3-yl]-3-(benzenesulfonyl)propionamide